C1=C2C=CC=3C(=C4C(=C5C=6C=CC=CC6CC35)C3=CC=CC=C3C=C4)C2=CC=C1 dinaphthofluorene